C1(CC1)[Mg]Br cyclopropyl-magnesium bromide